C1(CCCCC1)C[C@H](OC1=CC=C(C(=O)O)C=C1)C1=CC=C(C=C1)C1=CC=C(C=C1)F (S)-4-(2-Cyclohexyl-1-(4'-fluoro-[1,1'-biphenyl]-4-yl)ethoxy)benzoic acid